5-(2,5-dimethyl-4-nitrophenoxy)-2,2-dimethylpentanoic acid CC1=C(OCCCC(C(=O)O)(C)C)C=C(C(=C1)[N+](=O)[O-])C